CC1=CC=C(C=C1)NC(=O)N 1-(4-methylphenyl)urea